CN1N=NC2=C1C(=CC(=C2C)CCC(=O)[O-])C 3-(1,4,7-trimethyl-1H-benzotriazol-5-yl)propanoate